FC(C(F)(F)F)(OC(C(S(=O)(=O)[O-])(F)F)(F)F)F.[Li+] lithium 2-pentafluoroethoxy-1,1,2,2-tetrafluoroethanesulfonate